N-((2-(6-(2-hydroxypropoxy)pyridin-2-yl)-1,6-naphthyridin-7-yl)methyl)-4-methyl-3-(methylsulfonyl)benzamide OC(COC1=CC=CC(=N1)C1=NC2=CC(=NC=C2C=C1)CNC(C1=CC(=C(C=C1)C)S(=O)(=O)C)=O)C